ethyl (1S,2R)-2-(3-cyclopropyl-4-nitro-pyrazol-1-yl)cyclopropanecarboxylate C1(CC1)C1=NN(C=C1[N+](=O)[O-])[C@H]1[C@H](C1)C(=O)OCC